C(#N)C1=NC(=CC=C1O[C@H]1C[C@H](N(CC1)C=1C=CC(=NC1C(=O)N[C@H]1CN(CC1)C)C=1C(=NC=CC1)OCC)CC)C(F)(F)F 5-[(2R,4R)-4-{[2-cyano-6-(trifluoromethyl)pyridin-3-yl]oxy}-2-ethylpiperidin-1-yl]-2'-ethoxy-N-[(3R)-1-methylpyrrolidin-3-yl]-[2,3'-bipyridine]-6-carboxamide